N1CCC2(CC1)C(C=1C(=NC=CC1)C2)=O spiro[7H-cyclopenta[b]pyridine-6,4'-piperidine]-5-one